(p-tolyl)quinazolin-4(3H)-one C1(=CC=C(C=C1)C1=NC2=CC=CC=C2C(N1)=O)C